N-[5-[3-chloro-4-(cyclopropylmethoxy)phenyl]-4-fluoro-2-[rac-(3R,5S)-3,4,5-trimethylpiperazin-1-yl]phenyl]-6-oxo-4-(trifluoromethyl)-1H-pyridine-3-carboxamide ClC=1C=C(C=CC1OCC1CC1)C=1C(=CC(=C(C1)NC(=O)C1=CNC(C=C1C(F)(F)F)=O)N1C[C@H](N([C@H](C1)C)C)C)F |r|